C1(CC1)OC1=NN(C=C1NC=O)C(C(F)F)C N-(3-cyclopropoxy-1-(1,1-difluoropropan-2-yl)-1H-pyrazol-4-yl)formamide